COC1=C(C=C(C=C1)C1(CCC2(OCCO2)CC1)O)C 8-(4-methoxy-3-methylphenyl)-1,4-dioxaspiro[4.5]decan-8-ol